CS(=O)(=O)OCC1CCC(CC1)CN1CCC(CC1)C=1C=NC(=CC1)NC=1N=CC2=C(N1)N(C(=C2)C(N(C)C)=O)C2CCCC2 ((1r,4r)-4-((4-(6-((7-cyclopentyl-6-(dimethylcarbamoyl)-7H-pyrrolo[2,3-d]pyrimidin-2-yl)amino)pyridin-3-yl)piperidin-1-yl)methyl)cyclohexyl)methyl methanesulfonate